pentafluoro-(3-methyl-2,4,5,6-tetrahydro-1H-azepino[4,5-b]indol-10-yl)-λ6-sulfane FS(C=1C=2C3=C(NC2C=CC1)CCN(CC3)C)(F)(F)(F)F